2-methyl-6-(p-dimethylamino-styryl)-4H-pyran CC=1OC(=CCC1)C=CC1=CC=C(C=C1)N(C)C